ClC=1C(=C(C=CC1)C1=CC=CC=C1)C chloro-2-methyl-1,1'-biphenyl